C1(=CC=CC=C1)N1N=CC2=C(C=CC=C12)C1=CC=CC=C1 1,4-DIPHENYL-1H-INDAZOLE